P(O)(O)(O)=O.[Cu+2] copper (II) compound with phosphoric acid